N-(azetidin-3-ylmethyl)-2,2,2-trifluoro-N-(2-(4-fluorophenyl)cyclopropyl)acetamide TFA salt OC(=O)C(F)(F)F.N1CC(C1)CN(C(C(F)(F)F)=O)C1C(C1)C1=CC=C(C=C1)F